F[C@H]1[C@H](C1)C(=O)NC1=NC=C2C=C(C=NC2=C1)C=1C=NC(=CC1C)C(CCC)O (1R,2R)-2-fluoro-N-(3-(6-(1-hydroxybutyl)-4-methylpyridin-3-yl)-1,6-naphthyridin-7-yl)cyclopropane-1-carboxamide